C1(CCC1)OC=1C=C(CN2C3=NC(=NC=C3N(C2=O)C)C2=C(C=CC=C2)C(C)C)C=CC1 9-(3-cyclobutoxybenzyl)-2-(2-isopropylphenyl)-7-methyl-7,9-dihydro-8H-purin-8-one